FC(CCCC(=O)O)(F)F 5,5,5-trifluoropentanoic acid